C1(CCCCC1)NC[Si](OCC)(OCC)C (N-Cyclohexylaminomethyl)methyldiethoxysilan